5-(1-(5,5-difluoro-2-oxopiperidin-1-yl)-2-morpholinoethyl)thiazole FC1(CCC(N(C1)C(CN1CCOCC1)C1=CN=CS1)=O)F